N-(3-methacryloyloxy-2-hydroxypropyl)-3-aminopropyl-triethoxysilane tert-Butyl-(S)-3-((3-fluoro-5-methylbenzyl)amino)-4-oxo-4,6,7,8-tetra-hydropyrrolo[1,2-a]pyrimidine-6-carboxylate C(C)(C)(C)OC(=O)[C@@H]1CCC=2N1C(C(=CN2)NCC2=CC(=CC(=C2)C)F)=O.C(C(=C)C)(=O)OCC(CNCCC[Si](OCC)(OCC)OCC)O